Di-2,3-epoxycyclopentyl ether C1(C2C(CC1)O2)OC2C1C(CC2)O1